1-((2-chloropyridin-4-yl)methyl)-3-(spiro[3.3]heptan-2-yl)urea ClC1=NC=CC(=C1)CNC(=O)NC1CC2(C1)CCC2